C(C)(=O)C1=C(C2=C(N=C(N=C2)NC2=NC=C(C=C2)N2CCN(CC2)CCCN)N(C1=O)C1CCCC1)C 6-acetyl-2-[[5-[4-(3-aminopropyl)piperazin-1-yl]-2-pyridinyl]-amino]-8-cyclopentyl-5-methylpyrido[2,3-d]pyrimidin-7-one